CC=1C=C(N)C=CC1CC1=C(C=C(N)C=C1)C 3,3'-dimethyl-4,4'-methylenedianiline